Methyl methacrylate (Methyl methacrylate) CC=C(C(=O)O)C.C(C(=C)C)(=O)OC